F[C@@H]1C2CC[C@@H](C[C@@H]1N(C1=CN=C(N=N1)C1=C(C=C(C=C1)N1N=CC(=C1)C)O)C)N2 2-(6-[[(2R,3S,5S)-2-fluoro-8-azabicyclo[3.2.1]octan-3-yl](methyl)amino]-1,2,4-triazin-3-yl)-5-(4-methylpyrazol-1-yl)phenol